C1(CC1)N1CCN(CC1)C(=O)C=1NC2=C(C(=CC(=C2C1)B1OC(C(O1)(C)C)(C)C)C=1CN(CCC1)C(CCN1N=NC=C1)=O)F 1-(3-(2-(4-cyclopropylpiperazine-1-carbonyl)-7-fluoro-4-(4,4,5,5-tetramethyl-1,3,2-dioxaborolan-2-yl)-1H-indol-6-yl)-5,6-dihydropyridin-1(2H)-yl)-3-(1H-1,2,3-triazol-1-yl)propan-1-one